2-(biphenyl-4-yl)-6-{2-(4'-cyano-biphenyl-4-yl)-naphthalen-7-yl}-4-phenyl-benzoxazole C1(=CC=C(C=C1)C=1OC2=C(N1)C(=CC(=C2)C2=CC=C1C=CC(=CC1=C2)C2=CC=C(C=C2)C2=CC=C(C=C2)C#N)C2=CC=CC=C2)C2=CC=CC=C2